C(CCCCC)C(C(=O)OCCCCCC[NH+](CCCCO)CCCCCCOC(C(CCCCCCCC)CCCCCC)=O)CCCCCCCC 6-((2-hexyldecanoyl)oxy)-N-(6-((2-hexyldecanoyl)oxy)hexyl)-N-(4-hydroxybutyl)hexan-1-aminium